C1(CCCC1)[C@]1(C(NC2=C(C=CC=C12)C(F)(F)F)=O)C1=CC=C(C=C1)B(O)O (S)-(4-(3-cyclopentyl-2-oxo-7-(trifluoromethyl)indolin-3-yl)phenyl)boronic acid